7-((2S,5R)-5-ethyl-2-methyl-4-(1-(quinoxalin-6-yl)ethyl)piperazin-1-yl)-4-methyl-2,4-dihydro-5H-pyrazolo[4,3-b]pyridin-5-one C(C)[C@H]1N(C[C@@H](N(C1)C=1C=2C(N(C(C1)=O)C)=CNN2)C)C(C)C=2C=C1N=CC=NC1=CC2